FC([S@@](=O)(=N)C1=C(C(=O)NCC2=NC=C3C=CC(=NC3=C2)C2=NC(=CC=C2)N2C[C@H](N[C@H](C2)C)C)C=CC=C1)F ((R)-S-(difluoromethyl)sulfonimidoyl)-N-((2-(6-((cis)-3,5-dimethylpiperazin-1-yl)pyridin-2-yl)-1,6-naphthyridin-7-yl)methyl)benzamide